ClC1=CC=C(C=C1)N1CCN(CC1)C1=C(C=C(C=C1)CC(=O)OCC)F ethyl 2-[4-[4-(4-chlorophenyl)piperazin-1-yl]-3-fluoro-phenyl]acetate